(7-bromo-1H-indol-3-yl)(6-(trifluoromethyl)-1H-benzo[d]imidazol-2-yl)methanone BrC=1C=CC=C2C(=CNC12)C(=O)C1=NC2=C(N1)C=C(C=C2)C(F)(F)F